6-(4-(4-fluorophenyl)-1-(3,3,3-trifluoro-propyl)-1H-imidazol-5-yl)imidazo[1,2-b]pyridazine-3-carbonitrile FC1=CC=C(C=C1)C=1N=CN(C1C=1C=CC=2N(N1)C(=CN2)C#N)CCC(F)(F)F